(2S,3S,4S)-tert-butyl-3-acetoxy-2-((6-bromopyridin-2-yl) carbamoyl)-4-fluoropyrrolidine-1-carboxylate C(C)(C)(C)OC(=O)N1[C@@H]([C@@H]([C@H](C1)F)OC(C)=O)C(NC1=NC(=CC=C1)Br)=O